Trioctyl-oxyphosphorus C(CCCCCCC)OP(OCCCCCCCC)OCCCCCCCC